NC1=NC=2C=CC(=CC2C2=C1[C@H](OC2)C)C(=O)N2[C@@H](COCC2)C=2N=NC(=CC2)OCC ((3R)-4-amino-3-methyl-1,3-dihydrofuro[3,4-c]quinolin-8-yl)((3R)-3-(6-ethoxy-3-pyridazinyl)-4-morpholinyl)methanone